CN(C)CC=1C=C(C=O)C=CC1 3-[(DIMETHYLAMINO)METHYL]BENZALDEHYDE